1-(2-(2-ethoxy-2-oxoethyl)-2H-tetrazol-5-yl)piperidine-4-carboxylic acid C(C)OC(CN1N=C(N=N1)N1CCC(CC1)C(=O)O)=O